4-((1-(3-((2,6-dioxopiperidin-3-yl)amino)benzoyl)piperidin-4-yl)methyl)piperazin O=C1NC(CCC1NC=1C=C(C(=O)N2CCC(CC2)CN2CCNCC2)C=CC1)=O